O=C1NC(CC[C@H]1NC(C1=C(C=C(C=C1)N1CCNCC1)F)=O)=O |r| (±)-N-(2,6-Dioxopiperidin-3-yl)-2-fluoro-4-(piperazin-1-yl)benzamide